BrC1=CC=C(C=C1)C1NCCC1 2-(4-bromophenyl)pyrrolidine